(4-(10-bromo-7H-benzo[C]carbazol-7-yl)butyl)phosphonic acid diethyl ester C(C)OP(OCC)(=O)CCCCN1C=2C=CC(=CC2C=2C3=C(C=CC12)C=CC=C3)Br